ClC=1C=C(C=CC1C(F)(F)F)NS(=O)(=O)C=1C(=C(NC1C)C)C(=O)OC METHYL 4-(N-(3-CHLORO-4-(TRIFLUOROMETHYL)PHENYL)SULFAMOYL)-2,5-DIMETHYL-1H-PYRROLE-3-CARBOXYLATE